NC1CCC(CC1)CC(C)(C)NC[C@H](O)C=1C=NC=C(C1)F (R)-2-((1-((1r,4R)-4-aminocyclohexyl)-2-methyl-propan-2-yl)amino)-1-(5-fluoropyridin-3-yl)ethan-1-ol